N,N'-bis(4-methylaminophenyl)tetramethylenediamine CNC1=CC=C(C=C1)NCCCCNC1=CC=C(C=C1)NC